[Li].C(=CC1=CC=CC=C1)/C/1=C/C(=O)OC1=O styrene-maleic anhydride lithium